ClC1=CC=C2C(=CC(=NC2=C1Cl)CP(O)(O)=O)N1C=NC=C1 ((7,8-Dichloro-4-(1H-Imidazol-1-Yl)Quinolin-2-Yl)Methyl)Phosphonic Acid